2-((1-(cyclopropylmethyl)-6-((2,5-dichloropyrimidin-4-yl)amino)-2-oxo-1,2-dihydro-1,8-naphthyridin-3-yl)oxy)-N-methylacetamide C1(CC1)CN1C(C(=CC2=CC(=CN=C12)NC1=NC(=NC=C1Cl)Cl)OCC(=O)NC)=O